CC(CN1CCOCC1)(C)NC=1C2=C(N=C(N1)C1=CC=NC=C1)C=NC=C2 N-[2-methyl-1-(morpholin-4-yl)propan-2-yl]-2-(pyridin-4-yl)pyrido[3,4-d]pyrimidin-4-amine